BrC1=NNC2=C1C=NC(=C2)C(=O)N2CCOCCC2 (3-bromo-1H-pyrazolo[4,3-c]pyridin-6-yl)-(1,4-oxazepan-4-yl)-methanone